C[C@H]1CN([C@@]12CN(CC2)C=2C1=C(N=CN2)N(C=C1)C(C(CC)C1=CC=C(C=C1)N1C(C2=CC=CC=C2C1)=O)=O)C(CC#N)=O 3-((3S,4R)-3-methyl-6-(7-(2-(4-(1-oxoisoindolin-2-yl)phenyl)butanoyl)-7H-pyrrolo[2,3-d]pyrimidin-4-yl)-1,6-diazaspiro[3.4]octan-1-yl)-3-oxopropanenitrile